C(CCCCCC)C(C(=O)O[C@@H]1CC2(C[C@H]1OC(C(CCCCCCC)CCCCCCC)=O)CCN(CC2)CCO[Si](C)(C)C(C)(C)C)CCCCCCC |r| rac-(2R,3R)-8-(2-((tert-butyldimethylsilyl)oxy)ethyl)-8-azaspiro[4.5]decane-2,3-diyl bis(2-heptylnonanoate)